2-Bromo-3,4,5-trichloro-1-methoxybenzene BrC1=C(C=C(C(=C1Cl)Cl)Cl)OC